N[C@H](C(=O)O)CC1=CNC2=CC=C(C=C12)OCC (S)-2-amino-3-(5-ethoxy-1H-indol-3-yl)propanoic acid